1-(8-(bis(2,4-dimethoxybenzyl)amino)-6-(4-methylpyridin-3-yl)-2,7-diazaNaphthalen-3-yl)-3-(1-(2-methoxyethyl)azetidin-3-yl)urea COC1=C(CN(C=2N=C(C=C3C=C(N=CC23)NC(=O)NC2CN(C2)CCOC)C=2C=NC=CC2C)CC2=C(C=C(C=C2)OC)OC)C=CC(=C1)OC